COC(CCC(=O)C=1SC=C(N1)C1=COC2=C1C=CC=C2)=O 4-(4-(benzofuran-3-yl)thiazol-2-yl)-4-oxobutanoic acid methyl ester